CC1(CC2=C(SC=C2)CC1)NC(OCC1=CC=CC=C1)=O benzyl (5-methyl-4,5,6,7-tetrahydrobenzo[b]thiophen-5-yl)carbamate